CC1=C(C(=CC(=C1)C)C)S(=O)(=O)[O-].N[N+]1=C(C=CC(=C1)C(F)(F)F)C#CC1CN(C1)C(=O)OC(C)(C)C 1-amino-2-((1-(tert-butoxycarbonyl)azetidin-3-yl)ethynyl)-5-(trifluoromethyl)pyridin-1-ium 2,4,6-trimethylbenzenesulfonate